tert-butyl (((1s,3s)-3-(4-(3-((2-(2,6-dioxopiperidin-3-yl)-1-oxoisoindolin-5-yl)methyl)ureido)phenoxy)cyclobutyl)methyl)carbamate O=C1NC(CC[C@@H]1N1C(C2=CC=C(C=C2C1)CNC(NC1=CC=C(OC2CC(C2)CNC(OC(C)(C)C)=O)C=C1)=O)=O)=O